(methylthio)benzaldehyde CSC1=CC=CC=C1C=O